BrC1=CC(=C(C=C1)C(C=CC1=NC(=C(N=C1C)C)C)=O)O 1-(4-bromo-2-hydroxyphenyl)-3-(3,5,6-trimethylpyrazin-2-yl)-2-propen-1-one